tert-Butyl 2-(6-(2-(diisopropylcarbamoyl)-4-fluorophenoxy)-1,2,4-triazin-5-yl)-2,7-diazaspiro[3.5]nonane-7-carboxylate C(C)(C)N(C(=O)C1=C(OC2=C(N=CN=N2)N2CC3(C2)CCN(CC3)C(=O)OC(C)(C)C)C=CC(=C1)F)C(C)C